FC(C1=CC=C(C=N1)C=1C=C(C(N(N1)C=1C=NC=CC1)=O)C(=O)N[C@@H]1COC[C@@H]1O)F 6-[6-(difluoromethyl)pyridin-3-yl]-N-[(cis)-4-hydroxytetrahydrofuran-3-yl]-3-oxo-2-(pyridin-3-yl)-2,3-dihydropyridazin-4-carboxamide